C(C)(=O)N1CCC=2C1=NC(=CC2N2C[C@@H](N(CC2)C(=O)OC(C)(C)C)C)C(F)(F)F tert-butyl (S)-4-(1-acetyl-6-(trifluoromethyl)-2,3-dihydro-1H-pyrrolo[2,3-b]pyridin-4-yl)-2-methylpiperazine-1-carboxylate